CC(C#CC(=O)SC)(C)N(CCOC(C)=O)C 2-[(1,1-Dimethyl-4-methylsulfanyl-4-oxo-but-2-ynyl)-methylamino]ethylacetat